2-(2-cyclopropyl-3-methoxyphenyl)-2-(3-(5-(5,5-dimethyl-5,6,7,8-tetrahydro-1,8-naphthyridin-2-yl)pentyloxy)azetidin-1-yl)acetic acid C1(CC1)C1=C(C=CC=C1OC)C(C(=O)O)N1CC(C1)OCCCCCC1=NC=2NCCC(C2C=C1)(C)C